tert-butyl 4-(((benzyloxy)carbonyl)(2-(((benzyloxy)carbonyl)((((di-tert-butoxyphosphoryl)oxy)methoxy)carbonyl)amino)ethyl)amino)butanoate C(C1=CC=CC=C1)OC(=O)N(CCCC(=O)OC(C)(C)C)CCN(C(=O)OCOP(=O)(OC(C)(C)C)OC(C)(C)C)C(=O)OCC1=CC=CC=C1